2-[(5-fluoro-1-benzothiophene-2-carbonyl)amino]-3-phenylpropionic acid FC=1C=CC2=C(C=C(S2)C(=O)NC(C(=O)O)CC2=CC=CC=C2)C1